ClC1=CC=C(C=C1)C1=N[C@H](C=2N(C3=C1C(=C(S3)C)C)C(=NN2)C)CC(=O)NC2=CC(=C(C=C2)C#CCNC(OC(C)(C)C)=O)CO tert-butyl (S)-(3-(4-(2-(4-(4-chlorophenyl)-2,3,9-trimethyl-6H-thieno[3,2-f][1,2,4]triazolo[4,3-a][1,4]diazepin-6-yl)acetamido)-2-(hydroxymethyl)phenyl)prop-2-yn-1-yl)carbamate